(S)-5-cyclopropyl-3-((7-methoxy-1-methyl-6-(pyrazolo[1,5-a]pyridin-3-yloxy)-1H-imidazo[4,5-b]pyridin-2-yl)amino)-1-(tetrahydro-2H-pyran-3-yl)pyridin-2(1H)-one C1(CC1)C=1C=C(C(N(C1)[C@@H]1COCCC1)=O)NC=1N(C=2C(=NC=C(C2OC)OC=2C=NN3C2C=CC=C3)N1)C